[9-(3,6-dimethyl-9H-carbazol-9-yl)nonyl]phosphonic acid CC=1C=CC=2N(C3=CC=C(C=C3C2C1)C)CCCCCCCCCP(O)(O)=O